OC(=O)C(F)(F)F.N[C@H]1CC[C@H](CC1)C(=O)NC=1SC(=CN1)C1CCCCC1 cis-4-amino-N-(5-cyclohexyl-1,3-thiazol-2-yl)cyclohexane-1-carboxamide TFA salt